1-(5-chloro-4-((6-chloro-7-(1-(oxetan-3-yl-3-d)piperidin-4-yl)quinazolin-2-yl)amino)-1H-pyrazol-1-yl)-2-methylpropan-2-ol ClC1=C(C=NN1CC(C)(O)C)NC1=NC2=CC(=C(C=C2C=N1)Cl)C1CCN(CC1)C1(COC1)[2H]